C1=CC=CC=2C3=CC=CC=C3C(C12)COC(=O)NC1(COC1)CC(=O)O [3-({[(9H-fluoren-9-yl)methoxy]carbonyl}amino)oxetan-3-yl]acetic acid